(3aS,4R,6aR)-1-((2R,3S)-2-amino-3-hydroxybutanoyl)-4-(4-boronobutyl)octahydropyrrolo[3,4-b]pyrrole-4-carboxylic acid dihydrochloride Cl.Cl.N[C@@H](C(=O)N1[C@@H]2[C@H](CC1)[C@@](NC2)(C(=O)O)CCCCB(O)O)[C@H](C)O